[Cl-].C[N+](CCC[Si](OC)(OC)OC)(CCCCCCCCCCCCCC)C dimethyltetradecyl(3-(trimethoxysilyl)propyl)-ammonium chloride